(R)-tert-butyl 3-(((S)-1-(4-(difluoromethoxy)phenyl)ethyl)(((R)-2,2-dimethyl-1,3-dioxolan-4-yl)methyl)carbamoyl)-6-methyl-6,7-dihydro-2H-pyrazolo[4,3-c]pyridine-5(4H)-carboxylate FC(OC1=CC=C(C=C1)[C@H](C)N(C(=O)C=1NN=C2C1CN([C@@H](C2)C)C(=O)OC(C)(C)C)C[C@H]2OC(OC2)(C)C)F